NC(COC=1C=CC(=C(C(=O)NC2(CC2)C2=CC=CC3=CC=CC=C23)C1)C)C(C)(C)C 5-(2-Amino-3,3-dimethyl-butoxy)-2-methyl-N-[1-(1-naphthyl)cyclopropyl]benzamide